tert-butyl (S)-8-(chloromethyl)-4-hydroxy-2-methyl-7,8-dihydro-6H-thieno[2,3-e]indole-6-carboxylate ClC[C@@H]1CN(C2=CC(=C3C(=C12)SC(=C3)C)O)C(=O)OC(C)(C)C